5-amino-2-chlorobenzylalcohol NC=1C=CC(=C(CO)C1)Cl